2-chloro-6-fluorobenzo[d]thiazole ClC=1SC2=C(N1)C=CC(=C2)F